NC1CC2(CC(C2)C(=O)NC(C=2C=NC=CC2)C2=CC(=C3C=CC=NC3=C2O)C)C1 6-amino-N-((8-hydroxy-5-methylquinolin-7-yl)(pyridin-3-yl)methyl)spiro[3.3]heptane-2-carboxamide